C(C1=CC=CC=C1)OC1=C(C(=NC(=C1)C1=C(C=C(C=C1)C(C)(C)C)C)C)N 4-benzyloxy-6-(4-tert-butyl-2-methyl-phenyl)-2-methyl-pyridin-3-amine